FC1=CC=C(OCC=2N=C3N(C=C(C=N3)C3=NC=C(C=C3)OC)C2)C=C1 2-[(4-fluorophenoxy)methyl]-6-(5-methoxy-2-pyridyl)imidazo[1,2-a]pyrimidine